2-(2,6-dioxopiperidin-3-yl)-4-[4-(piperidine-4-carbonyl)piperazin-1-yl]-2,3-dihydro-1H-isoindole-1,3-dione O=C1NC(CCC1N1C(C2=CC=CC(=C2C1=O)N1CCN(CC1)C(=O)C1CCNCC1)=O)=O